(3S)-3-[3-[(2S,6R)-2,6-dimethylpiperazin-1-yl]-N-methyl-anilino]piperidine-2,6-dione C[C@@H]1N([C@@H](CNC1)C)C=1C=C(N(C)[C@@H]2C(NC(CC2)=O)=O)C=CC1